5-[[(2S)-1-(2-hydroxy-3-oxo-3-[4-[5-(trifluoromethyl)pyrimidin-2-yl]piperazin-1-yl]propoxy)propan-2-yl]amino]-2-[(4-methoxyphenyl)methyl]-4-(trifluoromethyl)pyridazin-3-one OC(COC[C@H](C)NC1=C(C(N(N=C1)CC1=CC=C(C=C1)OC)=O)C(F)(F)F)C(N1CCN(CC1)C1=NC=C(C=N1)C(F)(F)F)=O